Cl.FC1(CNCC=C1C1=NNC=C1)F 3,3-difluoro-4-(1H-pyrazol-3-yl)-1,2,3,6-tetrahydropyridine HCl